FC(N1C(=NC=C1)CN1CC2(C1)CNC2)(F)F 2-[[1-(trifluoromethyl)imidazol-2-yl]methyl]-2,6-diazaspiro[3.3]heptane